C1(CC1)C=1N=C(C(=NC1CC)C(=O)N)NC1=CC(=CC=C1)CCNC([C@H](C)NC([2H])([2H])[2H])=O (S)-5-cyclopropyl-6-ethyl-3-((3-(2-(2-((methyl-d3)amino)propanamido)ethyl)phenyl)amino)pyrazine-2-carboxamide